CC1=C(N)C=C(C=C1)CCCN1CCCC1 2-methyl-5-(3-pyrrolidin-1-ylpropyl)aniline